IC=1C=CC2=C(C(=CO2)N2C(NC(CC2)=O)=O)C1 1-(5-iodobenzofuran-3-yl)dihydro-pyrimidine-2,4(1H,3H)-dione